5-[(tert-butoxy)carbonyl]naphthalene-1-carboxylic acid C(C)(C)(C)OC(=O)C1=C2C=CC=C(C2=CC=C1)C(=O)O